CC=1C=C2C(=C3CN(C(C13)=O)[C@@H]1C(NC(CC1)=O)=O)OCC21CCNCC1 (S)-3-(5-methyl-6-oxo-6,8-dihydro-2H,7H-spiro[furo[2,3-e]isoindole-3,4'-piperidin]-7-yl)piperidine-2,6-dione